CC1(CN=C(O1)C1=NC2=CC=C(C=C2C(=N1)N)N)C (5,5-dimethyl-4,5-dihydrooxazol-2-yl)quinazoline-4,6-diamine